F[C@H]1C[C@H](N(C1)C(CN1CCC(CC1)NC1=C2C=CC=NC2=CC=C1C)=O)C#N (2S,4S)-4-Fluoro-1-(2-(4-((6-methylchinolin-5-yl)amino)piperidin-1-yl)acetyl)pyrrolidin-2-carbonitril